2-(2,5-dichlorothiophen-3-yl)-2-oxoacetic acid ClC=1SC(=CC1C(C(=O)O)=O)Cl